methyl 3,4-diethenyl-5-(hydroxymethyl)-1-(phenylmethyl)-1H-pyrrole-2-carboxylate C(=C)C1=C(N(C(=C1C=C)CO)CC1=CC=CC=C1)C(=O)OC